C1(=CC=C(C=C1)NC=1C2=CC=CC=C2C=2C=CC=CC2C1)C1=CC=CC=C1 N-([1,1'-biphenyl]-4-yl)phenanthren-9-amine